FC=1C(=CC(=C(C1)C1=CC=C(N=N1)N1CC(CC1)(N)C)OCOC)C1=CN=C(S1)C {6-[5-fluoro-2-(methoxymethoxy)-4-(2-methyl-1,3-thiazol-5-yl)phenyl]pyridazin-3-yl}-3-methylpyrrolidin-3-amine